FC1=CC=C(C=C1)C1NSC2=C(C3=C1C=CC=C3)C=CC=C2 (+)-7-(4-Fluorophenyl)-6,7-dihydrodibenzo[d,f][1,2]Thiazepine